P(=O)(O[SiH2]C=C(C)C)(O[SiH2]C=C(C)C)[O-] bis(dimethylvinylsilyl) phosphate